NC=1C2=C(N=CN1)N(C=C2C#CC2=CC=CC=C2)[C@@H]2O[C@@H]([C@H]([C@H]2O)O)CSCC=2C(=NOC2C2=CC=CC=C2)C (2R,3R,4S,5S)-2-(4-Amino-5-(phenylethynyl)-7H-pyrrolo[2,3-d]pyrimidin-7-yl)-5-((((3-methyl-5-phenylisoxazol-4-yl)methyl)thio)methyl)tetrahydrofuran-3,4-diol